FC=1C(=NC=CC1)C1=NC2=CC(=CC=C2C=C1)C1=NN2C(NCCC23CCC3)=C1C(=O)N 2'-(2-(3-fluoropyridin-2-yl)quinolin-7-yl)-5',6'-dihydro-4'H-spiro[cyclobutane-1,7'-pyrazolo[1,5-a]pyrimidine]-3'-carboxamide